4-(5-(3,5-dichlorophenyl)-5-(trifluoromethyl)-4,5-dihydroisoxazol-3-yl)-2-methyl-N-(m-tolylsulfinyl)benzamide ClC=1C=C(C=C(C1)Cl)C1(CC(=NO1)C1=CC(=C(C(=O)NS(=O)C=2C=C(C=CC2)C)C=C1)C)C(F)(F)F